P(=O)(OCN1N=CC(=C1)C=1OC=C(N1)C(NC=1C(=NN(C1)C1CCC(CC1)OCC)C1=NC=CN=C1)=O)([O-])[O-].[Na+].[Na+] sodium (4-(4-((1-((1r,4r)-4-ethoxycyclohexyl)-3-(pyrazin-2-yl)-1H-pyrazol-4-yl)carbamoyl)oxazol-2-yl)-1H-pyrazol-1-yl)methyl phosphate